C(=O)(O)C(O)C(O)C(=O)O.NC(CO)(CO)C 2-amino-2-methyl-1,3-propanediol tartrate